2-[4-cyclopropyl-7-[(3R)-1-methyl-3-piperidyl]-5,6-dihydropyrrolo[2,3-c]pyridazin-3-yl]-5-methyl-phenol C1(CC1)C=1C2=C(N=NC1C1=C(C=C(C=C1)C)O)N(CC2)[C@H]2CN(CCC2)C